2-(4-fluorophenyl)-3-hydroxy-4H-chromen-4-one FC1=CC=C(C=C1)C=1OC2=CC=CC=C2C(C1O)=O